4-(5-((5-methoxy-7-methyl-1H-indol-4-yl)methyl)-4,5,6,7-tetrahydropyrazolo[1,5-a]pyrazin-6-yl)benzoic acid COC=1C(=C2C=CNC2=C(C1)C)CN1CC=2N(CC1C1=CC=C(C(=O)O)C=C1)N=CC2